2-(4-(3-(1-(5-chloropyrimidin-2-yl)piperidin-4-yl)propoxy)-2-fluorophenyl)-1-(1-((2S,3R,4R,5R)-2,3,4,5,6-pentahydroxyhexyl)-1,6-diazaspiro[3.3]heptan-6-yl)ethan-1-one ClC=1C=NC(=NC1)N1CCC(CC1)CCCOC1=CC(=C(C=C1)CC(=O)N1CC2(CCN2C[C@@H]([C@H]([C@@H]([C@@H](CO)O)O)O)O)C1)F